N1=C(C=CC=C1)C=1OC=C2C1C=CC=C2 pyridyl-2-benzofuran